[(2-methylpropyl)amino]methylimidazo[1,2-a]pyridine-8-carboxylic acid CC(CNCC=1N=C2N(C=CC=C2C(=O)O)C1)C